FC1=C(C=CC(=C1F)OC)C1=CN=C2N1C=CN=C2NC2=CC(=C(C(=O)NCCOCCNC(OC(C)(C)C)=O)C=C2)CC Tert-butyl (2-(2-(4-((3-(2,3-difluoro-4-methoxyphenyl)imidazo[1,2-a]pyrazin-8-yl)amino)-2-ethylbenzamido)ethoxy)ethyl)carbamate